tert-butyl (1R,5S)-3-(6,8-difluoro-2-(((2R,7aS)-2-fluorotetrahydro-1H-pyrrolizin-7a(5H)-yl)methoxy)-5-methoxyquinazolin-4-yl)-3,8-diazabicyclo[3.2.1]octane-8-carboxylate FC=1C(=C2C(=NC(=NC2=C(C1)F)OC[C@]12CCCN2C[C@@H](C1)F)N1C[C@H]2CC[C@@H](C1)N2C(=O)OC(C)(C)C)OC